FCC(C(C)(F)F)O 1,3,3-trifluoro-2-butanol